(3R,4R)-3,4-dihydroxy-1-prop-2-enyl-pyrrolidine-2,5-dione O[C@H]1C(N(C([C@@H]1O)=O)CC=C)=O